FC1=CC=C(CN2N=C(C=CC2=O)C2=CC=C(C=C2)C)C=C1 2-(4-fluorobenzyl)-6-(p-tolyl)pyridazin-3(2H)-one